2,6-di-benzyl-4-methylphenol C(C1=CC=CC=C1)C1=C(C(=CC(=C1)C)CC1=CC=CC=C1)O